C(#N)C1=CC(=NC=C1)N1C=C(C2=C1N=CN=C2N2CCN(CC2)C(=O)OC(C)(C)C)C2=C(C=CC=C2)F tert-butyl 4-(7-(4-cyanopyridin-2-yl)-5-(2-fluorophenyl)-7H-pyrrolo[2,3-d]pyrimidin-4-yl)piperazine-1-carboxylate